FC(F)C=1C(=NC=CC1)C(=O)NC1=CC=2C(C=N1)=NN(C2)C2CCC(CC2)C=O (difluoromethyl)-N-[2-(4-formylcyclohexyl)pyrazolo[3,4-c]pyridin-5-yl]pyridine-2-carboxamide